3-(3-bromobenzyl)-1-(3-fluoropropyl)pyrrolidine BrC=1C=C(CC2CN(CC2)CCCF)C=CC1